(1H-benzimidazol-5-ylamino){4-[2-(propan-2-yl)-2H-tetrazol-5-yl]phenyl}-acetonitrile N1C=NC2=C1C=CC(=C2)NC(C#N)C2=CC=C(C=C2)C=2N=NN(N2)C(C)C